ClC=1C=C(C=C(C1)NS(=O)(=O)C)C=1N(C(=CC1C(=O)N)C1=NC=C(C=C1OCC1=CC(=CC2=C1N=C(O2)C)F)F)C (3-chloro-5-methanesulfonamidophenyl)-5-{5-fluoro-3-[(6-fluoro-2-methyl-1,3-benzoxazol-4-yl)methoxy]pyridin-2-yl}-1-methyl-1H-pyrrole-3-carboxamide